(R)-2-(4,4-difluoroazepan-1-yl)-4-methyl-5-(2-methyloxazol-5-yl)-N-(3-(S-methylsulfonimidoyl)phenyl)nicotinamide FC1(CCN(CCC1)C1=C(C(=O)NC2=CC(=CC=C2)[S@@](=O)(=N)C)C(=C(C=N1)C1=CN=C(O1)C)C)F